S1C(NCNC1)=S 1,3,5-thiadiazinane-2-thione